FC(C1CN(C1)C1=CC2=C(C=C(O2)C(=O)OC)C=C1)(F)F methyl 6-[3-(trifluoromethyl)azetidin-1-yl]-1-benzofuran-2-carboxylate